(1R,3R)-3-(6-((1,6-naphthyridin-2-yl)amino)-4-(cyclopropylamino)nicotinamido)cyclobutane-1-carboxylic acid N1=C(C=CC2=CN=CC=C12)NC1=NC=C(C(=O)NC2CC(C2)C(=O)O)C(=C1)NC1CC1